Nepsilon-Benzyloxycarbonyl-L-Lysine benzyl ester hydrochloride Cl.C(C1=CC=CC=C1)OC([C@@H](N)CCCCNC(=O)OCC1=CC=CC=C1)=O